C(C)OC(=O)NC1=C(OC2=C1C=CC=C2)C(=O)[O-] ((ethoxycarbonyl)amino)benzofuran-2-carboxylate